(S)-4-(cyclopropyl(4-(5,6,7,8-tetrahydro-1,8-naphthyridin-2-yl)butyl)amino)-2-(1-phenylcyclobutane-1-carboxamido)butanoic acid C1(CC1)N(CC[C@@H](C(=O)O)NC(=O)C1(CCC1)C1=CC=CC=C1)CCCCC1=NC=2NCCCC2C=C1